C(C)(=O)O[C@@H](CC#C)[C@@H]1C[C@@H]2[C@@H](OC(O2)(C)C)O1 (S)-1-((3aR,5S,6aR)-2,2-Dimethyltetrahydrofuro[2,3-d][1,3]dioxol-5-yl)but-3-yn-1-yl acetate